C(C)(C)(C)OC(=O)NCCN1CC2=C(CC1)C=C(S2)C(=O)OCC ethyl 6-(2-{[(tert-butoxy) carbonyl] amino} ethyl)-4H,5H,6H,7H-thieno[2,3-c]pyridine-2-carboxylate